C(C)(CC)OC(C=C)=O sec.-Butylacrylat